3,2':5',3''-Terthiophene S1C=C(C=C1)C=1SC(=CC1)C1=CSC=C1